N-{8-fluoro-2-methylimidazo[1,2-a]pyridin-6-yl}-8-[(3S,5R)-3-isopropyl-5-methylpiperazin-1-yl]quinoxaline-5-carboxamide 2,2,2-trifluoroacetate FC(C(=O)O)(F)F.FC=1C=2N(C=C(C1)NC(=O)C=1C=3N=CC=NC3C(=CC1)N1C[C@@H](N[C@@H](C1)C)C(C)C)C=C(N2)C